C(C=C)(=O)N1[C@H](CN(CC1)C1=NC(=NC2=CC(=CC=C12)C1=CC=CC=2CCCCC12)OCC12CCCN2CCC1)CC#N (S)-2-(1-acryloyl-4-(2-((tetrahydro-1H-pyrrolizin-7a(5H)-yl)methoxy)-7-(5,6,7,8-tetrahydronaphthalen-1-yl)quinazolin-4-yl)piperazin-2-yl)acetonitrile